(S)-ethyl 3-(tert-butoxycarbonylamino)-3-(3',4-difluoro-2',4',5,6'-tetramethylbiphenyl-3-yl)propanoate C(C)(C)(C)OC(=O)N[C@@H](CC(=O)OCC)C=1C=C(C=C(C1F)C)C1=C(C(=C(C=C1C)C)F)C